CC1=CC=CC(=N1)C1=NC=CC(=N1)NC1=NC(=NC=C1)NC=1C=CC(=C(C#N)C1)N1CCNCC1 5-[[4-[[2-(6-methyl-2-pyridyl)pyrimidin-4-yl]amino]pyrimidin-2-yl]amino]-2-piperazin-1-yl-benzonitrile